o-propenylbenzene C(=CC)C1=CC=CC=C1